8-(3-Cyclopropyl-oxadiazol-5-yl)-8-azabicyclo[3.2.1]octane-3-carboxylic acid C1(CC1)N1NOC(=C1)N1C2CC(CC1CC2)C(=O)O